CC(CCCCCCCCCCC(CCCC)O)O heptadecane-2,13-diol